(1-(1-(trans-2,3,3a,4,5,6-hexahydro-1H-phenalen-1-yl)piperidin-4-yl)-1H-indol-2-yl)methanol [C@H]1(CC[C@@H]2CCCC3=CC=CC1=C23)N2CCC(CC2)N2C(=CC3=CC=CC=C23)CO